NC=1C(=CC2=C(O[C@@H](C(N2CC2=CC(=CC=C2)C(F)F)=O)C)C1F)C#N (R)-7-amino-4-(3-(difluoromethyl)benzyl)-8-fluoro-2-methyl-3-oxo-3,4-dihydro-2H-benzo[b][1,4]oxazine-6-carbonitrile